2-(4,4-difluoro-3-vinylpiperidin-1-yl)-6-methylpyrimidin-4-amine FC1(C(CN(CC1)C1=NC(=CC(=N1)N)C)C=C)F